ClC=1C=C(C(=O)NC2=NN(C3=CC=CC=C23)CC2=CC=C(C=C2)C(F)(F)F)C=CC1 3-chloro-N-(1-(4-(trifluoromethyl)benzyl)-1H-indazol-3-yl)benzamide